N-(3,5-dichlorophenyl)-2-methoxy-N'-[4-[methoxy(methyl)amino]-4-oxo-butyl]propanediamide ClC=1C=C(C=C(C1)Cl)NC(C(C(=O)NCCCC(=O)N(C)OC)OC)=O